tert-butyl (tert-butoxycarbonyl)(3-((7-((4-(N-(4-morpholinopyrimidin-2-yl)sulfamoyl)phenyl)amino)-2,6-naphthyridin-1-yl)ethynyl)pyridin-2-yl)carbamate C(C)(C)(C)OC(=O)N(C(OC(C)(C)C)=O)C1=NC=CC=C1C#CC1=NC=CC2=CN=C(C=C12)NC1=CC=C(C=C1)S(NC1=NC=CC(=N1)N1CCOCC1)(=O)=O